pentyl peroxypivalate C(C(C)(C)C)(=O)OOCCCCC